1,2-bis(2-thienyl)acetylene S1C(=CC=C1)C#CC=1SC=CC1